CC1(OB(OC1(C)C)C1=C2C(=NC=C1)NC=C2)C 4-(4,4,5,5-tetramethyl-1,3,2-dioxaborolan-2-yl)-1H-Pyrrolo[2,3-b]pyridine